8-dodecyl-3H-phenothiazin-3-one C(CCCCCCCCCCC)C1=CC=C2SC3=CC(C=CC3=NC2=C1)=O